4-(4-methylpiperazin-1-yl)benzylamine CN1CCN(CC1)C1=CC=C(CN)C=C1